dinonyl 8,16-diimino-12-(2-(4-((3-(nonyloxy)-3-oxopropyl)thio)butanimidamido)ethyl)-4,20-dithia-9,12,15-triazatricosanedioate N=C(CCCSCCC(=O)OCCCCCCCCC)NCCN(CCNC(CCCSCCC(=O)OCCCCCCCCC)=N)CCNC(CCCSCCC(=O)OCCCCCCCCC)=N